O1C(=CC=C1)C=1C=C(C=NC1C)C(=O)N 5-(furan-2-yl)-6-methylpyridine-3-carboxamide